Cl.Cl.FC1=C(C=CC(=C1)N1CCNCC1)C=1N=C2SC3=C(N2C1)C=CC(=C3)C(=O)NC3CCN(CC3)C 2-(2-fluoro-4-(piperazin-1-yl)phenyl)-N-(1-methylpiperidin-4-yl)benzo[d]imidazo[2,1-b]thiazole-7-carboxamide dihydrochloride